1-methylpyrrolo[3,2-c]pyridine-7-carbaldehyde CN1C=CC=2C=NC=C(C21)C=O